C1(CC1)C=1C=C(C=C(C1)O)NC(=O)C=1C=NN2C1N=C(C=C2)NC2=CC(=CC=C2)C2=NN(C=N2)C N-(3-cyclopropyl-5-hydroxyphenyl)-5-((3-(1-methyl-1H-1,2,4-triazol-3-yl)phenyl)amino)pyrazolo[1,5-a]pyrimidine-3-carboxamide